5-(4-{(1-((1-(3-aminopropyl)-3-(4-(trifluoromethoxy)phenyl)-1H-indol-6-yl)methyl)piperidin-4-yl)methyl}piperazin-1-yl)-2-(2,6-dioxopiperidin-3-yl)isoindoline NCCCN1C=C(C2=CC=C(C=C12)CN1CCC(CC1)CN1CCN(CC1)C=1C=C2CN(CC2=CC1)C1C(NC(CC1)=O)=O)C1=CC=C(C=C1)OC(F)(F)F